O(S(=O)(=O)C(F)(F)F)C=1CN(CCC1)CC1=CC=CC=C1 1-benzyl-1,2,5,6-tetrahydropyridin-3-yl triflate